5-[(8aS)-10-Acryloyl-6-chloro-8,8a,9,10,11,12-hexahydropyrazino[2',1':3,4][1,4]oxazepino[5,6,7-de]quinazolin-5-yl]-2-hydroxybenzonitrile C(C=C)(=O)N1C[C@H]2COC=3C4=C(N=CN=C4C=C(C3Cl)C=3C=CC(=C(C#N)C3)O)N2CC1